C(C)(C)(C)OC(=O)N1CCC2(C=C1)CC(=C(C(C2)=O)C2=C(C=C(C=C2C)C#CC)C)OC 9-(2,6-Dimethyl-4-prop-1-ynyl-phenyl)-8-methoxy-10-oxo-3-azaspiro[5.5]undec-4,8-diene-3-carboxylic acid tert-butyl ester